O1CCOC2=C1C=CC(=C2)S(=O)(=O)Cl 1,4-benzodioxane-6-sulfonyl chloride